C(C)(C)(C)OC(CC1=C(C=CC(=C1)F)C1C(COCC1)(C)C)=O.N[C@H]1CN(CC12CC2)C(=O)C2=CN=CC1=CC=CC=C21 (R)-(7-amino-5-azaspiro[2.4]heptan-5-yl)(isoquinolin-4-yl)methanone tert-butyl-2-(2-(3,3-dimethyltetrahydro-2H-pyran-4-yl)-5-fluorophenyl)acetate